6-(2,6-Difluoro-4-(2-methyl-2H-indazol-4-yl)benzyl)-N-((1S,2S)-2-hydroxycyclohexyl)-5-oxo-5,6-dihydropyrido[4,3-d]pyrimidine-8-carboxamide FC1=C(CN2C(C3=C(N=CN=C3)C(=C2)C(=O)N[C@@H]2[C@H](CCCC2)O)=O)C(=CC(=C1)C=1C2=CN(N=C2C=CC1)C)F